COC1=C(C=CC(=C1)OC)CNC(CCC(C)O)=O N-[(2,4-dimethoxyphenyl)methyl]-4-hydroxy-pentanamide